C(C)(C)(C)OC(=O)N1CCC2(CC1)CC1=C(C=CC=C1C2=O)Br 7-bromo-3-oxo-1,3-dihydrospiro[indene-2,4'-piperidine]-1'-carboxylic acid tert-butyl ester